N-(4-([1,2,4]triazolo[1,5-a]pyridin-7-yloxy)-3-methylphenyl)-6-bromo-5-methoxyquinazolin-4-amine N=1C=NN2C1C=C(C=C2)OC2=C(C=C(C=C2)NC2=NC=NC1=CC=C(C(=C21)OC)Br)C